1-(4-((4-((4-((4-(2-cyclopropylpyrimidin-5-yl)thiazol-2-yl)oxy)-2-fluorophenyl)amino)-7-methoxyquinazolin-6-yl)amino)piperidin-1-yl)prop-2-en-1-one C1(CC1)C1=NC=C(C=N1)C=1N=C(SC1)OC1=CC(=C(C=C1)NC1=NC=NC2=CC(=C(C=C12)NC1CCN(CC1)C(C=C)=O)OC)F